(E)-N-benzylidene-2-naphthoamide C(/C1=CC=CC=C1)=N\C(=O)C1=CC2=CC=CC=C2C=C1